Monomethylsilanetriol mannuronate O=C[C@@H](O)[C@@H](O)[C@H](O)[C@H](O)C(=O)O.C[Si](O)(O)O